NC1=NC(=C(C=2N1N=C(N2)COC2=C(C#N)C=CC=N2)C2=C(C=NC=C2)C)C2=CC(=CC=C2)C#N ((5-amino-7-(3-cyanophenyl)-8-(3-methylpyridin-4-yl)-[1,2,4]triazolo[1,5-c]pyrimidin-2-yl)methoxy)nicotinonitrile